N6-(cis-hydroxyisopentenyl)adenosine OC(CC(=C)C)NC=1C=2N=CN([C@H]3[C@H](O)[C@H](O)[C@@H](CO)O3)C2N=CN1